OC=1C(=CC2=CN(N=C2C1C)C)C=1N=CC2=C(N1)C=CN(C2=O)C2C[C@@H]1CC[C@H](C2)N1C(=O)OC(C)(C)C tert-butyl (1S,5R)-3-[2-(6-hydroxy-2,7-dimethyl-indazol-5-yl)-5-oxo-pyrido[4,3-d]pyrimidin-6-yl]-8-azabicyclo[3.2.1]octane-8-carboxylate